CC(=O)N[C@@H]1[C@H]([C@@H]([C@H](O[C@H]1O)CO)O[C@H]2[C@@H]([C@H]([C@H]([C@H](O2)CO[C@@H]3[C@@H]([C@H]([C@@H]([C@H](O3)CO)O)O[C@H]4[C@@H]([C@H]([C@H]([C@H](O4)CO)O)O)O)NC(=O)C)O)O)O)O The molecule is an amino tetrasaccharide consisting of beta-D-galactose, N-acetyl-beta-D-glucosamine, beta-D-galactose and N-acetyl-beta-D-glucosamine residues in a linear (1->3), (1->6), (1->4) sequence. It is a glucosamine oligosaccharide and an amino oligosaccharide.